[Pb].C(C(=O)O)(=O)O oxalic acid lead